BrCCCC bromonormal butane